FC=1C=C(C=CC1F)C1=C2C(=NC(=NC2=CC=C1)N)N (3,4-difluorophenyl)quinazoline-2,4-diamine